O1CCOC2=C1C=CC=C2 1,4-benzodioxane